dibenzyl-amino alcohol C(C1=CC=CC=C1)N(CC1=CC=CC=C1)O